N1=CC=C(C=C1)CN1N=C(C=C1)C1COC2=C(O1)C=CC(=C2)C(=O)N (1-(Pyridin-4-ylmethyl)-1H-pyrazol-3-yl)-2,3-dihydrobenzo[b][1,4]dioxine-6-carboxamide